(E)-N-(4-(1-(4-(1-(6-(2-(2,6-dioxopiperidin-3-yl)-1,3-dioxoisoindolin-5-yl)hex-5-yn-1-yl)piperidin-4-yl)benzoyl)piperidin-4-yl)butyl)-3-(pyridin-3-yl)acrylamide O=C1NC(CCC1N1C(C2=CC=C(C=C2C1=O)C#CCCCCN1CCC(CC1)C1=CC=C(C(=O)N2CCC(CC2)CCCCNC(\C=C\C=2C=NC=CC2)=O)C=C1)=O)=O